(2S)-2-(t-butoxycarbonylamino)butyric acid C(C)(C)(C)OC(=O)N[C@H](C(=O)O)CC